FC(OC1=NN2C(N=CC3=C2C(CN3C(=O)NC3=CN=NC(=C3)C(F)F)(C(F)(F)F)C)=C1)F (difluoromethoxy)-N-(6-(difluoromethyl)pyridazin-4-yl)-8-methyl-8-(trifluoromethyl)-7,8-dihydro-6H-pyrazolo[1,5-a]pyrrolo[2,3-e]pyrimidine-6-carboxamide